C(C)(C)[NH2+]C(C)C.ClCCl dichloromethane, diisopropyl-ammonium salt